tert-butylperoxytert-butyl monocarbonate C(OC(COOC(C)(C)C)(C)C)([O-])=O